COC(=O)C=1C(N(C2=NC(=CC=C2C1N)C(F)(F)F)C=1C=CC=2N(C1)C=CN2)=O 4-Amino-1-(imidazo[3,2-a]pyridin-6-yl)-2-oxo-7-(trifluoromethyl)-1,2-dihydro-1,8-naphthyridine-3-carboxylic acid methyl ester